1-(6-((4-chlorobenzofuran-7-yl)methoxy)pyridin-2-yl)piperazine hydrochloride Cl.ClC1=CC=C(C2=C1C=CO2)COC2=CC=CC(=N2)N2CCNCC2